2-methoxyethyl (1S,2R,5R)-3-((3-fluoro-4-((1-methyl-1H-pyrazol-4-yl)-oxy)phenyl)sulfonyl)-2-(((tetrahydro-2H-pyran-2-yl)oxy)carbamoyl)-3,8-diazabicyclo[3.2.1]octane-8-carboxylate FC=1C=C(C=CC1OC=1C=NN(C1)C)S(=O)(=O)N1[C@H]([C@@H]2CC[C@H](C1)N2C(=O)OCCOC)C(NOC2OCCCC2)=O